C(C(C)C)OC(CC(C)C)=O Isobutylisovalerate